NC=1N=C2N(C=C(C=C2)C2=C(C(=CC=C2)F)C(F)(F)F)C1C(=O)[C@H]1[C@H](C1)F (2-amino-6-(3-fluoro-2-(trifluoromethyl)phenyl)imidazo[1,2-a]pyridin-3-yl)((1s,2s)-2-fluorocyclopropyl)methanone